C3-chlorobenzene-1-carboxylic acid ClC=1C=C(C=CC1)C(=O)O